C(C)C=1C=C(CC=2C=C(C=C(C2O)CC2=CC(=C(C=C2)O)CC)C(C)(C)C2=CC=C(C=C2)C(CC2=CC(=C(C(=C2)CC2=CC(=C(C=C2)O)CC)O)CC2=CC(=C(C=C2)O)CC)C2=CC(=C(C(=C2)CC2=CC(=C(C=C2)O)CC)O)CC2=CC(=C(C=C2)O)CC)C=CC1O 4,4'-[1-{4-[1-(3,5-Bis(3-ethyl-4-hydroxybenzyl)-4-hydroxyphenyl)-1-methylethyl]phenyl}ethylene]bis[2,6-bis(3-ethyl-4-hydroxybenzyl)phenol]